3,6-dimethylimidazo[1,2-a]pyrazine-2-carboxamide CC1=C(N=C2N1C=C(N=C2)C)C(=O)N